C1(=CC=CC=C1)P(C1=CC=CC=C1)C1=CC=CC=C1 Triphenylphosphan